ClCC(=O)C1=NC=C(C=C1)Cl 2-chloro-1-(5-chloropyridin-2-yl)ethan-1-one